FS(C1=CC=CC=C1)(F)(F)(F)F 4-(pentafluoro-λ6-sulfanyl)benzene